(2R,3S,4S)-4-hydroxy-2-[(4-methoxyphenyl)methyl]pyrrolidin-3-yl N-(3,3-difluorocyclobutyl)carbamate FC1(CC(C1)NC(O[C@H]1[C@H](NC[C@@H]1O)CC1=CC=C(C=C1)OC)=O)F